7-(4-chlorobenzyl)-1-(3-hydroxypropyl)-3-methyl-8-(2-(trifluoromethoxy)phenoxy)-1H-purine-2,6(3H,7H)-dione ClC1=CC=C(CN2C(=NC=3N(C(N(C(C23)=O)CCCO)=O)C)OC2=C(C=CC=C2)OC(F)(F)F)C=C1